FC1(C2C3C4C=CC(C3C(C1(C(F)(F)F)F)C2)C4)F 8,8,9-trifluoro-9-trifluoromethyl-tetracyclo[4.4.0.12,5.17,10]-3-dodecene